N-[5-[(4-chlorophenyl)methoxy]-1,3,4-thiadiazol-2-yl]-4-(2-methoxyphenyl)pyridine-3-carboxamide ClC1=CC=C(C=C1)COC1=NN=C(S1)NC(=O)C=1C=NC=CC1C1=C(C=CC=C1)OC